CC(CO)CC1=CC=C(C=C1)C(C)(C)C 2-methyl-3-(p-tert-butylphenyl)-propanol